Dimethylphenylbismuth C[Bi](C1=CC=CC=C1)C